OC1CC(C1)N1C=C(C(=CC1=O)C(=O)O)C(=O)O ((1r,3r)-3-hydroxycyclobutyl)-6-oxo-1,6-dihydropyridine-3,4-dicarboxylic acid